6-chloro-7-(3,5-dimethyl-1H-pyrazol-4-yl)-3-(3-((5,6,7,8-tetrahydronaphthalen-1-yl)oxy)propyl)-1H-indole-2-carboxylic acid ClC1=CC=C2C(=C(NC2=C1C=1C(=NNC1C)C)C(=O)O)CCCOC1=CC=CC=2CCCCC12